O[C@H](CN1C=NC(=C1C=1C=CC=2N(C1)C(=CN2)C#N)C2=CC=C(C=C2)F)CO (R)-6-(1-(2,3-dihydroxypropyl)-4-(4-fluoro-phenyl)-1H-imidazol-5-yl)imidazo[1,2-a]pyridine-3-carbonitrile